COC1=C(C(=CC=C1)OC)NS(=O)(=O)C=1C=C(C=NC1OC)NC(=O)C=1N=C(SC1)C1=CC=CC=C1 N-(5-(N-(2,6-dimethoxyphenyl)sulfamoyl)-6-methoxypyridin-3-yl)-2-phenylthiazole-4-carboxamide